copper(-1) iodide [Cu-](I)I